(Z)-2-methylbut-2-enedioate C/C(/C(=O)[O-])=C/C(=O)[O-]